COC1=CC2=C(N=C(S2)NC(CC2=CC=C(OC3=C(C(=O)N)C=CC=N3)C=C2)=O)C=C1 2-(4-(2-((6-methoxybenzo[d]thiazol-2-yl)amino)-2-oxoethyl)phenoxy)nicotinamide